FC(C(=O)[O-])(F)F.[N+](=O)([O-])C1=C(COC2C[NH2+]C2)C=CC=C1 3-((2-nitrobenzyl)oxy)azetidinium trifluoroacetate